COCC1=CC=C(C=C1)CC(=O)N [4-(methoxymethyl)phenyl]acetamide